N-(2-chloro-6-fluorobenzyl)-N-ethyl-2,6-dinitro-4-trifluoromethylaniline ClC1=C(CN(C2=C(C=C(C=C2[N+](=O)[O-])C(F)(F)F)[N+](=O)[O-])CC)C(=CC=C1)F